FC=1N=C(C2=CC=CC=C2C1C)[2H] fluoro-4-methylisoquinolin-d